C(C)SC1=NN(C(=N1)C(C)C)CC1=CC=C(C=C1)C=C 3-ethylthio-5-isopropyl-1-(4-vinylbenzyl)-1H-1,2,4-triazole